BrC=1C(=NC(=C(C1)N=CN(C)CC)C)OC=1C=C(C=CC1)S(=NC(=O)C1CCC1)(=O)C N-((3-((3-bromo-5-(((ethyl(methyl)amino)methylene)amino)-6-methylpyridin-2-yl)oxy)phenyl)(methyl)(oxo)-λ6-sulfaneylidene)cyclobutanecarboxamide